3-({[(1R)-6-[(3-fluorophenyl)(methyl)amino]-1,2,3,4-tetrahydronaphthalen-1-yl]methyl}amino)pyridine-4-carboxylic acid methyl ester COC(=O)C1=C(C=NC=C1)NC[C@@H]1CCCC2=CC(=CC=C12)N(C)C1=CC(=CC=C1)F